CO[Si]1(N(CCC1)CCCC[Si](OC)(OC)OC)OC 2,2-dimethoxy-1-(4-trimethoxysilylbutyl)-1-aza-2-silacyclopentane